3-Methyl-5-(N-(4-((4-(tert-butoxycarbonyl)piperazin-1-yl)methyl)phenyl)-N-phenethylsulfamoyl)benzofuran CC1=COC2=C1C=C(C=C2)S(N(CCC2=CC=CC=C2)C2=CC=C(C=C2)CN2CCN(CC2)C(=O)OC(C)(C)C)(=O)=O